4,4',4''-(propane-1,2,3-triyltris(oxy))tris(2,2,6,6-tetramethylpiperidin-1-ol) C(C(COC1CC(N(C(C1)(C)C)O)(C)C)OC1CC(N(C(C1)(C)C)O)(C)C)OC1CC(N(C(C1)(C)C)O)(C)C